4-{6-amino-5-[1-(2,6-dichloro-phenyl)-ethoxy]-pyridin-3-yl}-N-(1-methyl-piperidin-4-yl)-benzamide NC1=C(C=C(C=N1)C1=CC=C(C(=O)NC2CCN(CC2)C)C=C1)OC(C)C1=C(C=CC=C1Cl)Cl